CN(CCCCCC)C dimethyl-(hexyl)amine